(1-methylpyrazol-3-yl)methanol CN1N=C(C=C1)CO